8-bromo-3,6-dimethyl-2-phenyl-benzopyran-4-one BrC1=CC(=CC=2C(C(=C(OC21)C2=CC=CC=C2)C)=O)C